O=C1N(CCC(N1)=O)C1=C2C=NN(C2=CC=C1)[C@H]1CN(CC1)CC1CCN(CC1)C1=C(C=C(C(=O)N)C=C1)F 4-(4-(((R)-3-(4-(2,4-dioxotetrahydropyrimidin-1(2H)-yl)-1H-indazol-1-yl)pyrrolidin-1-yl)methyl)piperidin-1-yl)-3-fluorobenzamide